5-isopropyl-1H-indole-2-carboxylate C(C)(C)C=1C=C2C=C(NC2=CC1)C(=O)[O-]